NC1=C(C=C(C(=O)OC)C=C1)NCCNC1=CC=CC=C1 Methyl 4-amino-3-((2-(phenylamino)ethyl)amino)benzoate